3-bromo-5-[(4-methoxyphenyl)methoxy]pyridine BrC=1C=NC=C(C1)OCC1=CC=C(C=C1)OC